3-(2-aminobenzyl)-N,1-dimethyl-N-phenyl-1H-indole-5-carboxamide NC1=C(CC2=CN(C3=CC=C(C=C23)C(=O)N(C2=CC=CC=C2)C)C)C=CC=C1